COC(CNC(=O)C1=NC(=CN=C1O)C1=C(C=CC=C1)OC(C)C)=O (3-hydroxy-6-(2-isopropoxyphenyl)pyrazine-2-carbonyl)glycine methyl ester